2-(3,9-diaza-bicyclo[3.3.1]nonan-9-yl)-5-(4-chloro-2-ethyl-2H-indazol-5-yl)-3-methyl-3,7-dihydro-4H-pyrrolo[2,3-d]pyrimidin-4-one C12CNCC(CCC1)N2C=2N(C(C1=C(N2)NC=C1C1=C(C2=CN(N=C2C=C1)CC)Cl)=O)C